[(10S)-4-(2-hydroxyphenyl)-1,5,6,8,12-pentazatricyclo[8.4.0.02,7]tetradeca-2,4,6-trien-12-yl]-piperazin-1-ylmethanone OC1=C(C=CC=C1)C=1C=C2N3CCN(C[C@@H]3CNC2=NN1)C(=O)N1CCNCC1